C(C)(C)(C)OC(=O)N[C@@H](C[C@@H]1CC(N(C1=O)C(=O)OC(C)(C)C)(C)C)C(N(C)OC)=O |o1:10| tert-butyl (4R*)-4-[(2S)-2-[(tert-butoxycarbonyl)amino]-2-[methoxy(methyl)carbamoyl]ethyl]-2,2-dimethyl-5-oxopyrrolidine-1-carboxylate